N,N-dimethylcyclohexylamine 4-styrenesulfonate C=CC1=CC=C(C=C1)S(=O)(=O)O.CN(C)C1CCCCC1